5-(((2-(4-(4-chloro-1,2-bis(4-hydroxyphenyl)but-1-en-1-yl)phenoxy)ethyl)(methyl)amino)methyl)-2-(2,6-dioxopiperidin-3-yl)isoindoline-1,3-dione ClCCC(=C(C1=CC=C(C=C1)O)C1=CC=C(OCCN(C)CC=2C=C3C(N(C(C3=CC2)=O)C2C(NC(CC2)=O)=O)=O)C=C1)C1=CC=C(C=C1)O